FC1([C@H](C1)C(=O)NC=1N=CC2=CC(=NC=C2C1)C=1C=NC(=CC1C)[C@@](CC)([2H])O)F (R)-2,2-difluoro-N-(7-(6-((S)-1-hydroxypropyl-1-d)-4-methylpyridin-3-yl)-2,6-naphthyridin-3-yl)cyclopropane-1-carboxamide